C(C)(C)(C)OC(=O)NC1(CN(CCCC1)C(=O)OC(C)(C)C)CCC=1OC(=C(C(C1)=O)O)C(=O)OC tert-butyl 3-((tert-butoxycarbonyl)amino)-3-(2-(5-hydroxy-6-(methoxy carbonyl)-4-oxo-4H-pyran-2-yl)ethyl)azepane-1-carboxylate